CC=1NCCC(N1)C(=O)O 2-methyl-1,4,5,6-tetrahydropyrimidine-4-carboxylic acid